N(C(C(=O)[O-])CC(=O)[O-])C1C(=O)OC(COC(C1)=O)CCO hydroxyethylethylene Iminodisuccinate